6-(Ethylamino)-4-hydroxypyrazolo[1,5-a]pyridine-3-carbonitrile C(C)NC=1C=C(C=2N(C1)N=CC2C#N)O